C(CNC(=S)[S-])NC(=S)[S-].[Na+].[Na+] The molecule is a dithiocarbamate salt that is the disodium salt of ethylenebis(dithiocarbamic acid). A fungicide, algicide and bactericide used on various crops including on cotton, capsicums, onions and rice crops, it is considered to be a carcinogen, so is not licensed for use within the European Union. Mixing nabam with zinc sulfate affords the fungicide zineb. It has a role as an antifungal agrochemical. It is a dithiocarbamate salt and an organic sodium salt. It contains an ethylenebis(dithiocarbamate).